C(C1=CC=CC=C1)(C1=CC=CC=C1)(C1=CC=CC=C1)C1=CC=C(C=C1)O 4-tritylphenol